4-(4-cyano-2-nitro-anilino)piperidine-1-carboxylic acid tert-butyl ester C(C)(C)(C)OC(=O)N1CCC(CC1)NC1=C(C=C(C=C1)C#N)[N+](=O)[O-]